ClC1=C(C=CC(=C1)Cl)C=NC 1-(2,4-dichlorophenyl)-N-methyl-methanimine